3-(5-(7-((3-oxa-7-azabicyclo[3.3.1]nonan-7-yl)methyl)imidazo[1,5-a]pyridin-5-yl)-1-oxoisoindolin-2-yl)piperidine-2,6-dione C12COCC(CN(C1)CC1=CC=3N(C(=C1)C=1C=C4CN(C(C4=CC1)=O)C1C(NC(CC1)=O)=O)C=NC3)C2